tert-butyl (2S,5R)-4-benzyl-5-methyl-2-phenyl-piperazine-1-carboxylate C(C1=CC=CC=C1)N1C[C@@H](N(C[C@H]1C)C(=O)OC(C)(C)C)C1=CC=CC=C1